7-(((1s,4s)-4-hydroxycyclohexyl)amino)-6-(7-(oxetan-3-yl)-1,5,6,7,8,9-hexahydroimidazo[4',5':4,5]benzo[1,2-d]azepin-2-yl)thieno[3,2-b]pyridin-5(4H)-one OC1CCC(CC1)NC=1C2=C(NC(C1C=1NC=3C(=CC4=C(CCN(CC4)C4COC4)C3)N1)=O)C=CS2